2-((4-(trifluoromethyl)pyridin-2-yl)methyl)-2,7-diazaspiro[3.5]nonane hydrochloride Cl.FC(C1=CC(=NC=C1)CN1CC2(C1)CCNCC2)(F)F